benzoxazole-6-carboxylic acid O1C=NC2=C1C=C(C=C2)C(=O)O